NC1=C([N+](=CC2=C(C=CC=C12)C1=NC=NC=C1Cl)[O-])C(NCCC)=O 4-amino-8-(5-chloropyrimidin-4-yl)-3-(propylcarbamoyl)isoquinoline 2-oxide